(+)-7-amino-3-ethyl-2-methyl-5-((2-(1-(3-(methylsulfinyl)propyl)-1H-pyrazol-3-yl)ethyl)amino)pyrazolo[1,5-a]pyrimidine-6-carbonitrile NC1=C(C(=NC=2N1N=C(C2CC)C)NCCC2=NN(C=C2)CCCS(=O)C)C#N